The molecule is a member of the class of 2-nitrophenols that is phenol in which one of the hydrogens that is ortho to the hydroxy group has been replaced by a nitro group. It is a conjugate acid of a 2-nitrophenolate. C1=CC=C(C(=C1)[N+](=O)[O-])O